BrC=1C=C2C(=NNC(C2=CC1)=O)C(C)C 6-BROMO-4-PROPAN-2-YL-2H-PHTHALAZIN-1-ONE